C(C)P(CC)=O diethylphosphine oxide